NC1=C2C(=NC=N1)N(N=C2C2=CC=C(C=C2)NC(=O)C2=NN(C=C(C2=O)C2=CC=C(C=C2)F)CC(C)C)C2COC2 N-(4-(4-amino-1-(oxetan-3-yl)-1H-pyrazolo[3,4-d]pyrimidin-3-yl)phenyl)-5-(4-fluorophenyl)-1-isobutyl-4-oxo-1,4-dihydropyridazine-3-carboxamide